C(C)OC1=C(C(=O)N(C)C2CCCC=3N=C(SC32)CC)C=CC(=N1)C 2-ethoxy-N-(2-ethyl-4,5,6,7-tetrahydrobenzo[d]thiazol-7-yl)-N,6-dimethylnicotinamide